Cl.NCCC1CC=2C=C(C=NC2NC1=O)/C=C/C(=O)N(CC=1OC2=C(C1C)C=CC=C2)C (E)-3-(6-(aminoethyl)-7-oxo-5,6,7,8-tetrahydro-1,8-naphthyridin-3-yl)-N-methyl-N-((3-methylbenzofuran-2-yl)methyl)acrylamide hydrochloride